ClC1=C2C(=NN(C2=CC=C1)C1OCCCC1)C(CC(CO)(F)F)O 1-(4-chloro-1-tetrahydropyran-2-yl-indazol-3-yl)-3,3-difluoro-butane-1,4-diol